OC=1C=CC=C2C=CC(=NC12)C=1C=C(C=CC1)C1=NC(=NC(=C1)C1=CC=CC=C1)C1=CC=CC=C1 4-(3-(8-hydroxyquinolin-2-yl)phenyl)-2,6-diphenylpyrimidine